N1N=NC(=C1)C1=CC=C(C=C1)NC(=O)C1=C(N=C(NC1=O)SCCN(C)C)O N-(4-(1H-1,2,3-triazol-4-yl)phenyl)-2-((2-(dimethylamino)ethyl)thio)-4-hydroxy-6-oxo-1,6-dihydropyrimidine-5-carboxamide